C(C1=CC=CC=C1)OC=1C=C(CCNC(CC2=CC(=C(C(=C2)O)O)O)=O)C=CC1OCC1=CC=CC=C1 N-(3,4-bis(benzyloxy)phenethyl)-2-(3,4,5-trihydroxyphenyl)acetamide